tert-butyl ((3-(3-(azepan-1-yl)-5-methyl-6-(3-methylthiophen-2-yl)pyridazine-4-carboxamido)phenyl)(methyl)(oxo)-λ6-sulfaneylidene)carbamate N1(CCCCCC1)C=1N=NC(=C(C1C(=O)NC=1C=C(C=CC1)S(=O)(C)=NC(OC(C)(C)C)=O)C)C=1SC=CC1C